3-fluoro-N-(quinolin-8-yl)benzene-sulfonamide FC=1C=C(C=CC1)S(=O)(=O)NC=1C=CC=C2C=CC=NC12